N-(6-(1-Methyl-1H-pyrazol-4-yl)isoquinolin-3-yl-1-d)-2-(piperazin-1-yl)Isonicotinamide CN1N=CC(=C1)C=1C=C2C=C(N=C(C2=CC1)[2H])NC(C1=CC(=NC=C1)N1CCNCC1)=O